C(C)OC(=O)C1=CC=C2N1N=CC=C2 pyrrolo[1,2-b]Pyridazine-7-carboxylic acid ethyl ester